BrC1=C(SC2=C1C=CC(=C2)O)C2=CC=C(C=C2)F 3-bromo-2-(4-fluorophenyl)-1-benzothiophene-6-ol